1-(4-chlorobenzyl)-1H-pyrazol ClC1=CC=C(CN2N=CC=C2)C=C1